C(C)(C)(C)CC(=O)OOC1=NC(=NC2=C(C(=C(C=C12)C(F)(F)F)Br)F)SC 7-bromo-8-fluoro-2-methylsulfanyl-6-(trifluoromethyl)quinazolin-4-ol tert-butyl-peracetate